C(C)(=O)N1C(CC2=CC(=CC=C12)S(=O)(=O)N1C=C(C=C1)C(=O)OC)C methyl 1-((1-acetyl-2-methylindolin-5-yl) sulfonyl)-1H-pyrrole-3-carboxylate